2-amino-6-((R)-tetrahydrofuran-2-carboxamido)hexanoic acid NC(C(=O)O)CCCCNC(=O)[C@@H]1OCCC1